N-(1H-indol-6-ylmethyl)-3-nitrobenzenesulfonamide N1C=CC2=CC=C(C=C12)CNS(=O)(=O)C1=CC(=CC=C1)[N+](=O)[O-]